N1=CC=C(C=C1)C1=CC(=NN1)C(=O)N1CCC(CC1)C(=O)N1CCN(CC1)CC(F)(F)F 1-{1-[5-(pyridin-4-yl)-1H-pyrazole-3-carbonyl]piperidine-4-carbonyl}-4-(2,2,2-trifluoroethyl)piperazine